N-(5-methylisoxazole-3-yl)benzenesulfonamide CC1=CC(=NO1)NS(=O)(=O)C1=CC=CC=C1